FC(C(=O)O)(F)F.CC1(CNCCC1)C(=O)O 3-methylpiperidine-3-carboxylic acid trifluoroacetate salt